CC(C)(C)OC(=O)N1C(CCCC1)C=1N=NC(=CC1)C=1OC(=NN1)CCl {6-[5-(chloromethyl)-1,3,4-oxadiazol-2-yl]-1,2-diazin-3-yl}hexahydropyridine-1-carboxylic acid 2-methylpropan-2-yl ester